Fmoc-Propyl Iodide C(=O)(OCC1C2=CC=CC=C2C2=CC=CC=C12)CCCI